ClC=1C(=NC=CC1)N1N=C(C=C1C(=O)NC=1C(=CC=2N(C1C(=O)NOCC)N=CC2)C)OC 6-(1-(3-Chloropyridin-2-yl)-3-methoxy-1H-pyrazol-5-carboxamido)-N-ethoxy-5-methylpyrazolo[1,5-a]pyridin-7-carboxamid